(diethoxyphosphoryl)-2-methyl-2-ethyl butenoate C(C=CC)(=O)OC(CP(=O)(OCC)OCC)C